(2-bromo-4-nitro-benzoyl)-malonic acid diethyl ester C(C)OC(C(C(=O)OCC)C(C1=C(C=C(C=C1)[N+](=O)[O-])Br)=O)=O